NC[C@@H](C(=O)N1CCN(CC1)C=1C2=C(N=CN1)[C@H](C[C@H]2C)O)C2=CC(=C(C=C2)Br)F (S)-3-amino-2-(4-bromo-3-fluorophenyl)-1-(4-((5R,7S)-7-hydroxy-5-methyl-6,7-dihydro-5H-cyclopenta[d]pyrimidin-4-yl)piperazin-1-yl)propan-1-one